CS(=O)(=O)CCCN 3-methylsulfonylpropyl-amine